C1(CC1)C1=NN=C(O1)[C@@H](C)NC(=O)[C@H]1CCN(C2(CC2)C1)C(=O)C1=NNC(=C1)C1=CC(=NC=C1F)OC (S)-N-((R)-1-(5-cyclopropyl-1,3,4-oxadiazol-2-yl)ethyl)-4-(5-(5-fluoro-2-methoxypyridin-4-yl)-1H-pyrazole-3-carbonyl)-4-azaspiro[2.5]octane-7-carboxamide